2-(2-(2-bromoethoxy)ethoxy)ethane BrCCOCCOCC